C1(CC1)C1=NC(=CC(=C1)C1=C(C=C(C#N)C=C1)C1=NN=CN1C)C=1OC2=C(N1)C=C(C=C2)CN2C[C@H](CCC2)C 4-[2-cyclopropyl-6-(5-{[(3S)-3-methylpiperidin-1-yl]Methyl}-1,3-benzoxazol-2-yl)pyridin-4-yl]-3-(4-methyl-1,2,4-triazol-3-yl)benzonitrile